C(C)(C)(C)OC(=O)SN1N=CN=C1 1-t-butyloxycarbonylthio-1,2,4-triazole